N-(1-(tert-butyl)-1H-pyrazol-4-yl)-2-(2-fluoro-5-methyl-4-((6-(piperidin-4-ylmethyl)quinolin-4-yl)oxy)phenyl)acetamide C(C)(C)(C)N1N=CC(=C1)NC(CC1=C(C=C(C(=C1)C)OC1=CC=NC2=CC=C(C=C12)CC1CCNCC1)F)=O